N-methyl-1'-((8-methyl-6-oxo-7-(trifluoromethyl)-5,6-dihydro-1,5-naphthyridin-3-yl)methyl)-1',2',3',6'-tetrahydro-[3,4'-bipyridyl]-6-formamide CNC(=O)C1=CC=C(C=N1)C=1CCN(CC1)CC=1C=NC=2C(=C(C(NC2C1)=O)C(F)(F)F)C